4-(3-{5-[(R)-(1,3-dimethyl-azetidin-3-yl)-hydroxy-(4-isopropyl-phenyl)-methyl]-pyridin-3-yl}-[1,2,4]oxadiazol-5-yl)-cyclohexanecarboxylic acid CN1CC(C1)(C)[C@@](C=1C=C(C=NC1)C1=NOC(=N1)C1CCC(CC1)C(=O)O)(C1=CC=C(C=C1)C(C)C)O